4-[3-(3-bromo-2-methyl-phenoxy)propyl]piperidine BrC=1C(=C(OCCCC2CCNCC2)C=CC1)C